BrC1=CC=C(C=N1)C(=O)OC methyl 6-bromopyridine-3-carboxylate